methyl-N-((5-bromopyridin-3-yl)methyl)methanesulfonamide CCS(=O)(=O)NCC=1C=NC=C(C1)Br